ClC1=C(C#N)C(=CC=C1)N1N=CC(=C1)C1=CN(C(C=C1C=1C=NC(=NC1)NCCOC)=O)C 2-chloro-6-(4-(4-(2-((2-methoxyethyl)amino)pyrimidin-5-yl)-1-methyl-6-oxo-1,6-dihydropyridin-3-yl)-1H-pyrazol-1-yl)benzonitrile